8-phenyl-6-(phenylsulfonyl)-3,6-dihydroimidazo[4,5-d]pyrrolo[2,3-b]pyridin-2(1H)-one C1(=CC=CC=C1)C1=CN(C2=NC=C3C(=C21)NC(N3)=O)S(=O)(=O)C3=CC=CC=C3